ClC1=CC2=C(S(N(CO2)[C@H](C(=O)OC)C(C)C2=C(C(=CC=C2F)C)C)(=O)=O)C=C1 methyl (2S)-2-(6-chloro-1,1-dioxidobenzo[e][1,4,3]oxathiazin-2(3H)-yl)-3-(6-fluoro-2,3-dimethylphenyl)butanoate